CC(CC=O)SC[C@@H](C(=O)NCC(=O)O)NC(=O)CC[C@@H](C(=O)O)N The molecule is a glutathione conjugate that is the product of a glutathione conjugate addition reaction with crotonaldehyde. It is an organic sulfide, a glutathione conjugate, an aldehyde and a S-substituted glutathione. It derives from a crotonaldehyde.